1-(5Z,8Z,11Z,14Z,17Z-eicosapentaenoyl)-2-(11Z-eicosenoyl)-glycero-3-phosphoserine CCCCCCCC/C=C\CCCCCCCCCC(=O)O[C@H](COC(=O)CCC/C=C\C/C=C\C/C=C\C/C=C\C/C=C\CC)COP(=O)(O)OC[C@@H](C(=O)O)N